di-propyl disulfide C(CC)SSCCC